4-phenylethynyl-3-trifluoromethylnitrobenzene C1(=CC=CC=C1)C#CC1=C(C=C(C=C1)[N+](=O)[O-])C(F)(F)F